6,7-dichloro-5-(3-fluoro-2-pyridyl)-1,3-dihydro-1,4-benzodiazepine-2-thione ClC1=C(C=CC2=C1C(=NCC(N2)=S)C2=NC=CC=C2F)Cl